CC=1NC=2N(C(C=C(N2)C(F)(F)F)=O)C1 2-methyl-7-(trifluoromethyl)-1H,5H-imidazo[1,2-a]Pyrimidin-5-one